6-Bromo-1-cyclobutyl-5-fluoro-1H-indol-2-amine BrC1=C(C=C2C=C(N(C2=C1)C1CCC1)N)F